(4-{[(R)-2-(2-{(1R,2S,8S)-2,9,9-trimethyl-3,5-dioxa-4-boratricyclo[6.1.1.02,6]dec-4-yl}-1-pyrrolidinyl)-1-methyl-2-oxoethylamino]carbonyl}-7-quinolyloxy)acetic acid C[C@@]12[C@H]3C([C@H](CC2OB(O1)C1N(CCC1)C([C@@H](C)NC(=O)C1=CC=NC2=CC(=CC=C12)OCC(=O)O)=O)C3)(C)C